1-benzyl-3-methoxy-2H-pyrrol-5-one C(C1=CC=CC=C1)N1CC(=CC1=O)OC